2-(6-hydroxy-3-oxo-9,9a-dihydro-3H-xanthen-9-yl)benzoic acid OC=1C=C2OC3=CC(C=CC3C(C2=CC1)C1=C(C(=O)O)C=CC=C1)=O